C(C1=CC=CC=C1)OC(=O)N[C@H](C(=O)OC)C[C@@H](C(=O)OC)C[C@@H](C)NC(=O)OC(C)(C)C dimethyl (2S,4S)-2-(((benzyloxy)carbonyl)amino)-4-((R)-2-((tert-butoxycarbonyl)amino)propyl)pentanedioate